1-[3-acetyl-6-[5-(6-methylpyridazin-3-yl)oxybenzimidazol-1-yl]-2-pyridyl]-5-methyl-pyrazole-3-carbonitrile C(C)(=O)C=1C(=NC(=CC1)N1C=NC2=C1C=CC(=C2)OC=2N=NC(=CC2)C)N2N=C(C=C2C)C#N